ClC=1C(=NOC1C(C(=O)OC)C(C)C)N1CC2(CN(C2)C(=O)OC(C)(C)C)C1 tert-butyl 6-[4-chloro-5-(1-methoxy-3-methyl-1-oxobutan-2-yl)-1,2-oxazol-3-yl]-2,6-diazaspiro[3.3]heptane-2-carboxylate